[N+](#[C-])CCCCCCC 1-Isocyanoheptane